3-(1-((tert-butoxycarbonyl)amino)-8-azaspiro[4.5]dec-8-yl)-5-methylpyrazine-2-carboxylic acid ethyl ester C(C)OC(=O)C1=NC=C(N=C1N1CCC2(CCCC2NC(=O)OC(C)(C)C)CC1)C